N,4-bis(4-(methylsulfonyl)phenyl)thiazol-2-amine CS(=O)(=O)C1=CC=C(C=C1)NC=1SC=C(N1)C1=CC=C(C=C1)S(=O)(=O)C